(2S)-1-hydroxy-3-methylbutan OCCC(C)C